2-methylheptan-3-one CC(C)C(CCCC)=O